1-(2-(3-(1H-pyrrol-1-yl)benzoyl)-2-azaspiro[3.3]heptan-6-yl)-3-(4-methoxybenzyl)urea N1(C=CC=C1)C=1C=C(C(=O)N2CC3(C2)CC(C3)NC(=O)NCC3=CC=C(C=C3)OC)C=CC1